aluminum-iron oxide [O-2].[Fe+2].[Al+3]